1-(5-chloro-2-methoxyphenyl)-3-(2,3-dihydrobenzo[b][1,4]dioxin-6-yl)prop-2-en-1-one ClC=1C=CC(=C(C1)C(C=CC1=CC2=C(OCCO2)C=C1)=O)OC